(trans)-N1,N2-dimethylcyclohexane-1,2-diamine CN[C@H]1[C@@H](CCCC1)NC